Hydroxybiphenyl C1=CC=C(C=C1)C2=CC=CC=C2O